N-(tert-butyl)-2-(3-hydroxypropyl)-4-methylbenzenesulfonamide C(C)(C)(C)NS(=O)(=O)C1=C(C=C(C=C1)C)CCCO